[Cl-].[Cl-].C[Si](=[Zr+2](C1C(=CC2=C(C=CC=C12)C1=CC=C(C=C1)C(C)(C)C)C)C1C(=CC2=C(C(=C(C=C12)C(C)(C)C)OC)C1=CC=CC=C1)C)C rac-trans-dimethylsilanediyl-[2-methyl-4-phenyl-5-methoxy-6-tert-butyl-indenyl][2-methyl-4-(4-tert-butylphenyl)indenyl]zirconium dichloride